3-(2-((4-((S)-2-(4-chloro-2-fluorophenyl)-2-methylbenzo[d][1,3]dioxol-4-yl)piperidin-1-yl)methyl)-4-methyl-1-(((S)-oxetan-2-yl)methyl)-1H-imidazol-5-yl)propanoic acid ClC1=CC(=C(C=C1)[C@@]1(OC2=C(O1)C=CC=C2C2CCN(CC2)CC=2N(C(=C(N2)C)CCC(=O)O)C[C@H]2OCC2)C)F